spiro[cyclopropane-1,4'-isochroman]-2-carboxylic acid ethyl ester C(C)OC(=O)C1CC12COCC1=CC=CC=C21